(2R)-2-Methyl-1-(2-(5-(p-tolyl)-1H-imidazol-2-yl)piperidin-1-yl)butan-1-on C[C@@H](C(=O)N1C(CCCC1)C=1NC(=CN1)C1=CC=C(C=C1)C)CC